FC(CN1N=NC2=C1C=C(C=C2)C=2C(=CN1N=C(N=C(C12)OC)N[C@@H]1[C@@H](CN(CC1)C(CO)=O)F)F)(C)F 1-((3R,4S)-4-((5-(1-(2,2-difluoropropyl)-1H-benzo[d][1,2,3]triazol-6-yl)-6-fluoro-4-methoxypyrrolo[2,1-f][1,2,4]triazin-2-yl)amino)-3-fluoropiperidin-1-yl)-2-hydroxyethan-1-one